(4-fluoro-3-methylphenyl)-2-methylpyrrolidine-3-carboxamide FC1=C(C=C(C=C1)N1C(C(CC1)C(=O)N)C)C